ClC1=NC2=CC=CC=C2C(=N1)NC=1C(=NNC1C)C 2-chloro-N-(3,5-dimethyl-1H-pyrazol-4-yl)quinazolin-4-amine